pentaerythritol tetra(3-mercapto-propionate) SCCC(=O)OCC(COC(CCS)=O)(COC(CCS)=O)COC(CCS)=O